(1R,4R)-1-isocyanato-4-methyl-cyclohexane N(=C=O)C1CCC(CC1)C